(4-chloro-2-methyl-pyrimidin-5-yl)-3-[6-[3-(trifluoromethoxy)phenoxy]-3-pyridyl]Urea ClC1=NC(=NC=C1NC(=O)NC=1C=NC(=CC1)OC1=CC(=CC=C1)OC(F)(F)F)C